FC(CN1C(=NC2=C1C=CC=C2)N2CCC(CC2)NC2=CC=C1C(=NN(C1=C2)C)C2=CC(=CC(=C2)F)F)F N-(1-(1-(2,2-difluoroethyl)-1H-benzo[d]imidazol-2-yl)piperidin-4-yl)-3-(3,5-difluorophenyl)-1-methyl-1H-indazol-6-amine